C(#N)C1=C2C=C(NC2=CC(=C1)F)C(=O)N(C)[C@H]1COCC=2NC(C=3C=C(C(=CC3C21)F)F)=O (R)-4-cyano-N-(8,9-difluoro-6-oxo-1,4,5,6-tetrahydro-2H-pyrano[3,4-c]isoquinolin-1-yl)-6-fluoro-N-methyl-1H-indole-2-carboxamide